C[Si](OC(CCCCCN(CCCCCC(O[Si](C)(C)CCCCCCCC)OCCCCCCCC)CC=1N=NN(C1)CCO)OCCCCCCCC)(CCCCCCCC)C 2-(4-((bis(6-((dimethyl(octyl)silyl)oxy)-6-(octyloxy)hexyl)amino)methyl)-1H-1,2,3-triazol-1-yl)ethan-1-ol